N-[γ-maleimidobutyloxy]succinimide C1(C=CC(N1C(CCON1C(CCC1=O)=O)C)=O)=O